BrC=1OC(=C2C(=CC=CC12)F)O bromo-4-fluoro-3-hydroxyisobenzofuran